Natrium naphthionat S(=O)(C1=CC=C(N)C2=CC=CC=C12)(=O)[O-].[Na+]